4-hydroxy-8-(methoxymethoxy)chromen-2-one OC1=CC(OC2=C(C=CC=C12)OCOC)=O